BrC1=CN=C(C2=NC=CN=C21)N2CCN(C1(CC1)C2)C(=O)OC(C)(C)C tert-butyl 7-(8-bromopyrido[3,4-b]pyrazin-5-yl)-4,7-diazaspiro[2.5]octane-4-carboxylate